ClC=1C=NC=C(C1[C@@H](C)OC=1C=C2C(=NNC2=CC1)C=1C=CC(=NC1)N1CCC2(CCS(C2)(=O)=O)CC1)Cl 8-[5-[5-[(1R)-1-(3,5-dichloro-4-pyridyl)ethoxy]-1H-indazol-3-yl]-2-pyridyl]-2λ6-thia-8-azaspiro[4.5]decane 2,2-dioxide